BrC1=C(C=CC(=C1Br)N)N 2,3-dibromo-p-phenylenediamine